C(C1=CC=CC=C1)C1NCC2=CC=CC=C12 1-benzyl-isoindoline